5-chloro-7-(1-methyl-1H-pyrazol-4-yl)imidazo[1,2-a]pyridine-3-carbonitrile ClC1=CC(=CC=2N1C(=CN2)C#N)C=2C=NN(C2)C